ClC1=C(C(=O)OOC(C2=C(C=C(C=C2)Cl)Cl)=O)C=CC(=C1)Cl bis(2,4-Dichloro Benzoyl) Peroxide